2,3-dimethoxyphenoxyacetic acid COC1=C(OCC(=O)O)C=CC=C1OC